diytterbium trioxalate C(C(=O)[O-])(=O)[O-].C(C(=O)[O-])(=O)[O-].C(C(=O)[O-])(=O)[O-].[Yb+3].[Yb+3]